3,3-Dimethyl-3,6-dihydro-2H-pyran-4-yl trifluoromethanesulfonate FC(S(=O)(=O)OC=1C(COCC1)(C)C)(F)F